(4R)-5-[(6-bromo-3-methyl-2-pyrrolidin-1-ylquinoline-4-carbonyl)amino]-4-(2-chlorophenyl)pentanoic acid BrC=1C=C2C(=C(C(=NC2=CC1)N1CCCC1)C)C(=O)NC[C@H](CCC(=O)O)C1=C(C=CC=C1)Cl